S-(3-aminopropyl)-thiosulphuric acid NCCCS=S(O)(O)=O